C1(=CC=CC=C1)C=1C(=C(C=CC1NC1=CC=CC2=CC=CC=C12)C1=CC=C(C=C1)NC1=CC=CC2=CC=CC=C12)C1=CC=CC=C1 diphenyl-N,N'-bis(1-naphthyl)-1,1'-biphenyl-4,4'-diamine